tert-butyl N-{[5-(2-fluorophenyl)-1-{3-[(pyrrolidine-1-sulfonyl) amino] benzenesulfonyl}-1H-pyrrol-3-yl] methyl}-N-methylcarbamate FC1=C(C=CC=C1)C1=CC(=CN1S(=O)(=O)C1=CC(=CC=C1)NS(=O)(=O)N1CCCC1)CN(C(OC(C)(C)C)=O)C